methyl (1R,2R)-2-(6-chloro-2-pyridyl)-1-(2-methoxy-5-methyl-phenyl)cyclopropanecarboxylate ClC1=CC=CC(=N1)[C@H]1[C@@](C1)(C(=O)OC)C1=C(C=CC(=C1)C)OC